[Hf].[Nb].[Zr].[Sc] scandium-zirconium-niobium-hafnium